ClC1=NC=C(C(=N1)C=1C=C(C=CC1)N1C(C=CC=C1)=O)F (3-(2-chloro-5-fluoropyrimidin-4-yl)phenyl)pyridin-2(1H)-one